3-(2-(Benzyloxy)-3-bromophenyl)-2-chlorobenzo[h]quinoline C(C1=CC=CC=C1)OC1=C(C=CC=C1Br)C=1C(=NC2=C3C(=CC=C2C1)C=CC=C3)Cl